ethyl (dl)-4-benzoyl-5-oxo-hexanoate C(C1=CC=CC=C1)(=O)C(CCC(=O)OCC)C(C)=O